6-Chloro-9-methyl-2-((4-phenyl-1-((2-(trimethylsilyl)ethoxy)methyl)-1H-imidazol-2-yl)ethynyl)-9H-purine ClC1=C2N=CN(C2=NC(=N1)C#CC=1N(C=C(N1)C1=CC=CC=C1)COCC[Si](C)(C)C)C